ClC=1C(=NC=C(C1)F)NC1=NN(C2=C1C=NC(=C2)C(=O)N2CCOCCC2)CC(F)(F)F [3-[(3-chloro-5-fluoro-2-pyridyl)amino]-1-(2,2,2-trifluoroethyl)pyrazolo-[4,3-c]pyridin-6-yl]-(1,4-oxazepan-4-yl)methanone